1-(3-(4-amino-6-(4-phenoxyphenyl)quinazolin-8-yl)piperidin-1-yl)prop-2-en-1-one benzyl-((1R,2R,4S)-3,3-dimethylbicyclo[2.2.1]heptan-2-yl)carbamate C(C1=CC=CC=C1)N(C(O)=O)[C@@H]1[C@@H]2CC[C@H](C1(C)C)C2.NC2=NC=NC1=C(C=C(C=C21)C2=CC=C(C=C2)OC2=CC=CC=C2)C2CN(CCC2)C(C=C)=O